4-bromo-N-(2-(4-chlorophenyl)-2-carbonylethyl)-1H-pyrrole-2-carboxamide BrC=1C=C(NC1)C(=O)NCC(=C=O)C1=CC=C(C=C1)Cl